C(CCCCCCCC)N(C1=CC=CC2=CC=CC=C12)C1=CC=CC=C1 nonylphenyl-α-naphthylamine